(2-methoxy-1,3-dioxolan-4-yl)methyl mercaptan COC1OCC(O1)CS